(1s,2s)-2-((3-((tetrahydro-2H-pyran-2-yl)oxy)propoxy)methyl)cyclopropane-1-carbaldehyde O1C(CCCC1)OCCCOC[C@@H]1[C@H](C1)C=O